BrC=1C=C(C(=NC1Cl)\N=C/NO)Cl (Z)-N'-(5-bromo-3,6-dichloropyridin-2-yl)-N-hydroxymethanimidamide